2-benzyl-3-[(tert-butoxycarbonyl)amino]propionic acid C(C1=CC=CC=C1)C(C(=O)O)CNC(=O)OC(C)(C)C